N-cyclopropyl-5-((5-fluoro-2-methoxybenzyl)amino)-1H-indazole-3-carboxamide C1(CC1)NC(=O)C1=NNC2=CC=C(C=C12)NCC1=C(C=CC(=C1)F)OC